NC(CN1N=C(C=C1)C=1SC=C(N1)NC(=O)N[C@H]1CCOC2=C(C=CC=C12)Cl)C 1-(2-(1-(2-aminopropyl)-1H-pyrazol-3-yl)thiazol-4-yl)-3-((S)-8-chlorochroman-4-yl)urea